tert-butyl 2-benzamidoethylcarbamate C(C1=CC=CC=C1)(=O)NCCNC(OC(C)(C)C)=O